4-(7-(2-amino-7-fluorobenzo[d]thiazol-4-yl)-6-chloro-8-fluoro-2-((tetrahydro-1H-pyrrolizin-7a(5H)-yl)methoxy)quinazolin-4-yl)-1,4-diazepan-2-one NC=1SC2=C(N1)C(=CC=C2F)C2=C(C=C1C(=NC(=NC1=C2F)OCC21CCCN1CCC2)N2CC(NCCC2)=O)Cl